C(CCC)[N+](C)(CCCC)CCCC tri-n-butylmethylammonium